tris(p-methylphenyl)phosphine oxide CC1=CC=C(C=C1)P(C1=CC=C(C=C1)C)(C1=CC=C(C=C1)C)=O